O=C1N(N=CC2=CC(=CC=C12)S(=O)(=O)C1=CC=CC=C1)C(C(=O)OCC)C1=CC=CC=C1 ethyl 2-(1-oxo-6-(phenylsulfonyl) phthalazin-2(1H)-yl)-2-phenylacetate